4-acetyl-N-((7-(5-(difluoromethyl)-1,3,4-oxadiazol-2-yl)imidazo[1,2-a]pyridin-2-yl)methyl)-N-phenylpiperazine-1-carboxamide C(C)(=O)N1CCN(CC1)C(=O)N(C1=CC=CC=C1)CC=1N=C2N(C=CC(=C2)C=2OC(=NN2)C(F)F)C1